(1R)-1-[5-(3-Cyclopropylisoxazol-4-yl)-1,2,4-oxadiazol-3-yl]-6-azaspiro[2.5]octane-6-sulfonamide C1(CC1)C1=NOC=C1C1=NC(=NO1)[C@@H]1CC12CCN(CC2)S(=O)(=O)N